(3-((5-(2-Methoxy-4-methylpyrimidin-5-yl)pyridin-2-yl)methyl)-1,2,3-oxadiazol-3-ium-5-yl)((3-(2-phenylacetamido)-5-(trifluoromethyl)phenyl)carbamoyl)amide COC1=NC=C(C(=N1)C)C=1C=CC(=NC1)C[N+]1=NOC(=C1)[N-]C(NC1=CC(=CC(=C1)C(F)(F)F)NC(CC1=CC=CC=C1)=O)=O